COC1=NC2=CC=CC=C2C=C1C1=NN=C(O1)[C@H](CCCCCC(CC)=O)NC(CC1CC2(CN(C2)C)C1)=O (S)-N-(1-(5-(2-methoxyquinolin-3-yl)-1,3,4-oxadiazol-2-yl)-7-oxononyl)-2-(2-methyl-2-azaspiro[3.3]heptan-6-yl)acetamide